C(#N)C=1C=CC2=C(C=C(O2)B(O)O)C1 (5-cyanobenzofuran-2-yl)boronic acid